COC(=O)[C@@]1(CN(CCC1(F)F)CCF)C (S)-4,4-difluoro-1-(2-fluoroethyl)-3-methylpiperidine-3-carboxylic acid methyl ester